5-benzyl-N-(4-(5-cyclopropyl-2-methoxyphenyl)pyridin-2-yl)-4H-1,2,4-triazole-3-carboxamide C(C1=CC=CC=C1)C=1NC(=NN1)C(=O)NC1=NC=CC(=C1)C1=C(C=CC(=C1)C1CC1)OC